tert-Butyl (2-(3-(phenyl(piperidin-4-yl)methyl)phenoxy)ethyl)carbamate C1(=CC=CC=C1)C(C=1C=C(OCCNC(OC(C)(C)C)=O)C=CC1)C1CCNCC1